2,6-difluoro-4-(trifluoromethyl)-phenylacetic acid FC1=C(C(=CC(=C1)C(F)(F)F)F)CC(=O)O